(1R,4R)-2,5-diazabicyclo[2.2.2]octane-2-carboxylic acid tert-butyl ester C(C)(C)(C)OC(=O)N1[C@H]2CN[C@@H](C1)CC2